(5-bromo-2-methylphenyl)-N-(2,4-dimethoxybenzyl)pyrimido[5,4-d]pyrimidin-4-amine BrC=1C=CC(=C(C1)C=1N=C(C2=C(N1)C=NC=N2)NCC2=C(C=C(C=C2)OC)OC)C